BrC=1C=C2C(=CN1)N(C=C2)CCN(C)C 2-(5-bromo-1H-pyrrolo[2,3-c]pyridin-1-yl)-N,N-dimethylethan-1-amine